4-[3-[4-[[(3S,4R)-3-fluoro-1-methyl-4-piperidyl]amino]-1-(2,2,2-trifluoroethyl)indol-6-yl]prop-2-ynylamino]-3-methoxy-benzenesulfonamide F[C@H]1CN(CC[C@H]1NC1=C2C=CN(C2=CC(=C1)C#CCNC1=C(C=C(C=C1)S(=O)(=O)N)OC)CC(F)(F)F)C